P(=O)(O)(O)[O-].[K+].P(=O)(O)([O-])[O-].[K+].[K+] dipotassium hydrogen phosphate potassium dihydrogen phosphate